4-amino-N-(4-(4-amino-2-ethyl-1H-imidazo[4,5-c]quinolin-1-yl)butyl)-3-fluorobenzamide NC1=C(C=C(C(=O)NCCCCN2C(=NC=3C(=NC=4C=CC=CC4C32)N)CC)C=C1)F